fucose diphosphate OP(O)(=O)OP(=O)(O)O.O=C[C@@H](O)[C@H](O)[C@H](O)[C@@H](O)C